C(C1=CC=CC=C1)OC=1C(=NC=NC1C)C(=O)O 5-benzyloxy-6-methyl-pyrimidine-4-carboxylic acid